ClC1=C(C=C(C=C1)N1CC(C2=NC(=CC=C21)C#N)(C)CC)F 1-(4-chloro-3-fluorophenyl)-3-ethyl-3-methyl-2,3-dihydro-1H-pyrrolo[3,2-b]pyridine-5-carbonitrile